6-(benzyloxy)-N-hydroxy-4-(methoxymethyl)-9H-pyrido[3,4-b]indole-3-carboximidamide C(C1=CC=CC=C1)OC=1C=C2C3=C(NC2=CC1)C=NC(=C3COC)C(NO)=N